2-(tert-butoxycarbonyl)-2-azabicyclo[2.2.1]heptan-3-carboxylic acid C(C)(C)(C)OC(=O)N1C2CCC(C1C(=O)O)C2